3-fluoro-6-(trifluoromethyl)-1-{[2-(trimethylsilyl)ethoxy]methyl}-1H-pyrrolo[3,2-b]pyridine FC1=CN(C=2C1=NC=C(C2)C(F)(F)F)COCC[Si](C)(C)C